NC=1C=C(C=C(C1)C(F)(F)F)[C@@H](C)NC(C1=CC(=CC=C1)O[C@@H]1COCC1)=O N-[(1R)-1-[3-amino-5-(trifluoromethyl)phenyl]ethyl]-3-[(3S)-tetrahydrofuran-3-yl]oxy-benzamide